C[C@H]1CC[C@@H](N(C1)C(C(=O)NC=1C2=C(C=NC1)C=NN2)=O)C=2C=CC1=CN(N=C1C2)[C@H]2CN(CC2)C 2-((2R,5S)-5-methyl-2-(2-((R)-1-methylpyrrolidin-3-yl)-2H-indazol-6-yl)piperidin-1-yl)-2-oxo-N-(1H-pyrazolo[4,3-c]pyridin-7-yl)acetamide